COC(=O)C=1N(C=C(C(C1OC)=O)C(N[C@H](C)C1=C(C=C(C=C1)F)F)=O)CC(O)O (R)-5-(1-(2,4-difluorophenyl)ethylcarbamoyl)-1-(2,2-dihydroxyethyl)-3-methoxy-4-oxo-1,4-dihydropyridine-2-carboxylic acid methyl ester